C(C1=CC=CC=C1)OC1=CC=C(C=C1)N1N=C(C=C1O)C(F)(F)F (4-(benzyloxy)phenyl)-3-(trifluoromethyl)-1H-pyrazol-5-ol